C1(CC1)C1=NNC(=C1)C(F)(F)F 3-cyclopropyl-5-(trifluoromethyl)-1H-pyrazole